1-(6-(1-(difluoromethyl)-1H-pyrazol-4-yl)pyrazin-2-yl)-4-(4-fluorophenyl)piperidin-4-ol FC(N1N=CC(=C1)C1=CN=CC(=N1)N1CCC(CC1)(O)C1=CC=C(C=C1)F)F